OC[C@@]12C(C=C[C@H]1[C@@H]1CCC3=CC(CC[C@]3(C)[C@H]1CC2)=O)=O hydroxyandrosten-4-ene-3,17-dione